N-(5-(1-(3,3-dimethylbutyl)-6-((5-methylthiazol-2-yl)amino)-1H-pyrrolo[3,2-c]pyridin-4-yl)-2,4-difluorophenyl)acrylamide CC(CCN1C=CC=2C(=NC(=CC21)NC=2SC(=CN2)C)C=2C(=CC(=C(C2)NC(C=C)=O)F)F)(C)C